C(C)OC=C1C(OC(OC1=O)(C)C)=O (ethoxymethylene)-2,2-dimethyl-1,3-dioxane-4,6-dione